NC=1C=2N(C3=CC(=C(C=C3N1)C1CC1)C(=O)N([C@@H]1COC3=C1C=CC(=C3)C(F)(F)F)C)C=NC2 (S)-4-amino-7-cyclopropyl-N-methyl-N-(6-(trifluoromethyl)-2,3-dihydrobenzofuran-3-yl)imidazo[1,5-a]quinoxaline-8-carboxamide